C1(CC1)NC(=O)C=1C(=CC(=NC1)NC1=NC=CC(=C1)C(=O)O)NC1=C(C(=CC=C1)C1=NC=C(C=N1)F)OC 2-{[5-(cyclopropylcarbamoyl)-4-{[3-(5-fluoropyrimidin-2-yl)-2-methoxyphenyl]amino}pyridin-2-yl]amino}pyridine-4-carboxylic acid